3-(1-bromo-3-((tert-butyl-dimethylsilyl)oxy)prop-1-en-2-yl)-5-(3-ethoxy-4-methoxyphenyl)pyridine BrC=C(CO[Si](C)(C)C(C)(C)C)C=1C=NC=C(C1)C1=CC(=C(C=C1)OC)OCC